ClC1=C(C=C2C=C(NC2=C1)C=1C=C2C(=NC1)C1(OC2)CN(C1)C)C=1C=NC=C(C1)OC 3'-(6-chloro-5-(5-methoxypyridin-3-yl)-1H-indol-2-yl)-1-methyl-5'H-spiro[azetidine-3,7'-furo[3,4-b]pyridine]